BrC=1C=C2C(=NC(=NN2C1)Cl)NCC1=C(C=NC=C1)F 6-bromo-2-chloro-N-((3-fluoropyridin-4-yl)methyl)pyrrolo[2,1-f][1,2,4]triazin-4-amine